[F-].C(C)[N+]1=CC=C(C=C1)CC 1,4-Diethylpyridinium fluorid